3-(2-(aminomethyl)-6-cyclopropyl-imidazo[1,2-a]pyridin-8-yl)-5,5-dimethyloxazolidin-2-one hydrochloride Cl.NCC=1N=C2N(C=C(C=C2N2C(OC(C2)(C)C)=O)C2CC2)C1